C1(=CC(=CC=C1)C(=O)O)C1=CC(=CC=C1)C(=O)O biphenyl-3,3'-dicarboxylic acid